C1(CC1)C=1C=C(C=C(C1)N1C(C2=CC(=CC(=C2C1)F)CN[C@@H](COC)C)=O)C1=C(C=C(C=C1)C#N)C1=NN=CN1C 3'-cyclopropyl-5'-[4-fluoro-6-({[(2R)-1-methoxyprop-2-yl]amino}methyl)-1-oxo-3H-isoindol-2-yl]-2-(4-methyl-1,2,4-triazol-3-yl)-[1,1'-biphenyl]-4-carbonitrile